6-fluorobenzo[d]oxazole-2-carboxylic acid FC1=CC2=C(N=C(O2)C(=O)O)C=C1